1-(6,7-dimethoxyquinazolin-2-yl)-N3-(4-(4-methylpiperazin-1-yl)phenyl)-1H-1,2,4-triazole-3,5-diamine COC=1C=C2C=NC(=NC2=CC1OC)N1N=C(N=C1N)NC1=CC=C(C=C1)N1CCN(CC1)C